N,N'-[adamantane-2-ylidenebis(1,4-phenylene)]bis(tert-butylamine) C12C(C3CC(CC(C1)C3)C2)(C2=CC=C(C=C2)NC(C)(C)C)C2=CC=C(C=C2)NC(C)(C)C